N(=C=O)CC1C2CC(C(C1CCCN=C=O)C2)CCN=C=O 2-isocyanatomethyl-3-(3-isocyanatopropyl)-5-(2-isocyanatoethyl)-bicyclo[2.2.1]-heptane